Boron lithium oxide [O-2].[Li+].[B+3].[O-2]